4-[(1S)-1-[(2,5,6-trimethylpyrimidin-4-yl)amino]ethyl]benzohydrazide CC1=NC(=C(C(=N1)N[C@@H](C)C1=CC=C(C(=O)NN)C=C1)C)C